FC=1C=C2C(=NC1)[C@@H](OC1=C(O2)C=CC=C1)CNC |o1:7| (S*)-1-(3-fluoro-11H-benzo[2,3][1,4]dioxepino[6,5-b]pyridin-11-yl)-N-methylmethanamine